methyl 5-chloro-4-cyclopropylpicolinate ClC=1C(=CC(=NC1)C(=O)OC)C1CC1